ClC=1C(=CC2=CN(N=C2C1)C1CCC(CC1)C=O)NC(=O)C1=NC(=CC=C1)C(F)(F)F N-(6-chloro-2-((1r,4r)-4-formylcyclohexyl)-2H-indazol-5-yl)-6-(trifluoromethyl)pyridineformylAmine